methyl 5'-methoxy-6-methyl-2'-vinyl-[4,4'-bipyridine]-3-carboxylate COC=1C(=CC(=NC1)C=C)C1=C(C=NC(=C1)C)C(=O)OC